tert-Butyl N-[3-ethyl-5-[[2-[(2R,5S)-5-methyl-2-(1H-thieno[2,3-c]pyrazol-5-yl)-1-piperidyl]-2-oxo-acetyl]amino]-2-pyridyl]carbamate C(C)C=1C(=NC=C(C1)NC(C(=O)N1[C@H](CC[C@@H](C1)C)C1=CC2=C(NN=C2)S1)=O)NC(OC(C)(C)C)=O